ClC1=NC(=C2N=C(N(C2=N1)C1OCCCC1)C(C)(C)O)N1CCOCC1 2-(2-chloro-6-morpholino-9-(tetrahydro-2H-pyran-2-yl)-9H-purin-8-yl)propan-2-ol